4-oxo-5-(4-phenylpyridin-2-yl)-4,5-dihydro-3H-1-thia-3,5,8-triazaAcenaphthene-2-carboxylic acid O=C1NC2C(SC=3N=CC=C(N1C1=NC=CC(=C1)C1=CC=CC=C1)C32)C(=O)O